8-(4-(2-(dimethylamino)ethoxy)-2-fluorophenyl)-N2-(6-morpholinylpyridin-3-yl)pyrido[3,4-d]pyrimidine-2,4-diamine CN(CCOC1=CC(=C(C=C1)C1=NC=CC2=C1N=C(N=C2N)NC=2C=NC(=CC2)N2CCOCC2)F)C